benzo1,3-dioxolane O1COC2=C1C=CC=C2